C(CC)N1N=CC(=C1)N 1-propyl-1H-pyrazol-4-amine